ClC1=CC=C(C=C1)C1=C(CCC(C1)(C)C)C=O 4'-chloro-5,5-dimethyl-3,4,5,6-tetrahydro-[1,1'-biphenyl]-2-carbaldehyde